C(CCCCCCCCC)C1=CC2=C(N=C(O2)N[C@H]2CN(CC2)C(=O)OC(C)(C)C)C=C1 tert-butyl (R)-3-((6-decylbenzo[d]oxazol-2-yl)amino)pyrrolidine-1-carboxylate